NC(C(=O)O)(CCCCB(O)O)CCNC1(CC1)CCCC 2-amino-6-borono-2-(2-(1-butylcyclopropylamino)ethyl)hexanoic acid